ClC=1C=NC(=C(C(=O)NC2CCC(CC2)CN2C(N(C3=C2C=CC=C3)C3=CC(=CC=C3)C3=NN(C=C3)C)=O)C1)C 5-chloro-2-methyl-N-((1r,4r)-4-((3-(3-(1-methyl-1H-pyrazol-3-yl)phenyl)-2-oxo-2,3-dihydro-1H-benzo[d]imidazol-1-yl)methyl)cyclohexyl)nicotinamide